4-((2,3-difluoro-5-(1H-pyrazol-5-yl)benzyl)oxy)phenyl sulfurofluoridate S(OC1=CC=C(C=C1)OCC1=C(C(=CC(=C1)C1=CC=NN1)F)F)(=O)(=O)F